5-chloro-2-((2,6-dichlorophenyl)benzyloxy)-N-(pyridin-3-yl)benzamide ClC=1C=CC(=C(C(=O)NC=2C=NC=CC2)C1)OC(C1=CC=CC=C1)C1=C(C=CC=C1Cl)Cl